4-(difluoromethoxy)benzoic acid methyl ester COC(C1=CC=C(C=C1)OC(F)F)=O